nonyl phenyl succinate C(CCC(=O)OC1=CC=CC=C1)(=O)OCCCCCCCCC